O1C2=C(C=C1)C=1OC=CC1C=1OC=CC12 benzo[1,2-b:3,4-b':5,6-b'']trifuran